C(C)OC(CN1N=NC(=C1C(F)(F)F)C(=O)OCC)=O ethyl 1-(2-ethoxy-2-oxoethyl)-5-(trifluoromethyl)-1H-1,2,3-triazole-4-carboxylate